C12CN(CC(N1)C2)C=2OC1=C(N2)C(=CC=C1C=1SC=CN1)C(C(F)F)O 1-(2-(3,6-diazabicyclo[3.1.1]heptan-3-yl)-7-(thiazol-2-yl)benzo[d]oxazol-4-yl)-2,2-difluoroethan-1-ol